[I-].[I-].CC1=C(C(=C(C1(C)[Zr+2]C1C(=CC2=C(C=CC(=C12)C)C)C)C)C)C (pentamethylcyclopentadienyl)(2,4,7-trimethylindenyl)zirconium diiodide